C(C1=CC=CC=C1)OC1=C(N(C=C(C1=O)C=1SC(=NN1)CC1=CC=C(C=C1)F)N(C)C(=O)OC(C)(C)C)C(=O)O 3-(benzyloxy)-1-((tert-butoxycarbonyl)(methyl)amino)-5-(5-(4-fluorobenzyl)-1,3,4-thiadiazol-2-yl)-4-oxo-1,4-dihydropyridine-2-carboxylic acid